undecanal C(CCCCCCCCCC)=O